C(C1=CC=CC=C1)OC(=O)N([C@@H](COC[C@H]1N(CCC1)C(=O)OC(C)(C)C)C(=O)OC)C tert-butyl (2S)-2-{[(2S)-2-{[(benzyloxy)carbonyl](methyl)amino}-3-methoxy-3-oxopropoxy]methyl}pyrrolidine-1-carboxylate